3,3-difluoro-N-isopropylcyclobut-1-ylamine FC1(CC(C1)NC(C)C)F